4-[4-(1,3-benzoxazol-2-yl)-4-methoxypiperidin-1-yl]-1-methyl-2-oxo-1,2-dihydroquinoline-3-carbonitrile O1C(=NC2=C1C=CC=C2)C2(CCN(CC2)C2=C(C(N(C1=CC=CC=C21)C)=O)C#N)OC